2-Methyl-1-penten-3-yn-1-ol CC(=CO)C#CC